(1R,3S)-1-((2'-(benzyloxy)-3'-chloro-6-fluoro-[1,1'-biphenyl]-3-yl)methyl)-3-(methylsulfonamido)cyclopentane-1-carboxamide C(C1=CC=CC=C1)OC1=C(C=CC=C1Cl)C1=CC(=CC=C1F)C[C@]1(C[C@H](CC1)NS(=O)(=O)C)C(=O)N